(Aminopropyl)Methylamine NCCCNC